C(C)(C)(C)OC(=O)N(CC(OS(=O)(=O)C)C1C(N(CC1C)C(=O)OC(C)(C)C)=O)C tert-butyl 3-{2-[(tert-butoxycarbonyl)(methyl)amino]-1-(methanesulfonyloxy)ethyl}-4-methyl-2-oxopyrrolidine-1-carboxylate